C1(CC1)C1=C(C(=NO1)C1=C(C=CC=C1)OC(F)(F)F)C=CC12CCC(CC1)(CC2)C=2SC1=C(N2)C=CC=C1C(=O)O 2-(4-(2-(5-cyclopropyl-3-(2-(trifluoromethoxy)phenyl)isoxazol-4-yl)vinyl)bicyclo[2.2.2]octan-1-yl)benzo[d]thiazole-7-carboxylic acid